Cl.Cl.ClC1=C(C=CC=C1NC(=O)C=1N(C2=C(CNCC2)N1)C)C1=C(C(=CC=C1)NC(=O)C=1N(C2=C(CNCC2)N1)C)Cl N,N'-(2,2'-Dichloro-[1,1'-biphenyl]-3,3'-diyl)bis(1-methyl-4,5,6,7-tetrahydro-1H-imidazo[4,5-c]pyridine-2-carboxamide) dihydrochloride